NC1=C2N=CN(C2=NC=N1)C[C@@H](C)OCP(OCCCOCCCCCCCCCCCCCCC(C([2H])([2H])[2H])([2H])[2H])(O)=O 3-((hexadecyl-15,15,16,16,16-d5)oxy)propyl hydrogen ((((R)-1-(6-amino-9H-purin-9-yl)propan-2-yl)oxy)methyl)phosphonate